N-((1-fluorocyclopropyl)methyl)-5-(quinazolin-6-yl)-7H-pyrrolo[2,3-d]pyrimidin-2-amine FC1(CC1)CNC=1N=CC2=C(N1)NC=C2C=2C=C1C=NC=NC1=CC2